(3S)-4-(1,1-dioxo-1,4-thiazinan-4-yl)-3-[9H-fluoren-9-ylmethoxycarbonyl(methyl)amino]-4-oxobutane O=S1(CCN(CC1)C([C@H](CC)N(C)C(=O)OCC1C2=CC=CC=C2C=2C=CC=CC12)=O)=O